FC=1C=C(C=CC1)[C@H]1N(CCNC1)C(=O)N1CC2(CCCC2)[C@@H](CC1)CN1C=NC(=CC1=O)C1=C(C=CC=C1)OC 3-(((R)-7-((R)-2-(3-fluorophenyl)piperazine-1-carbonyl)-7-azaspiro[4.5]dec-10-yl)methyl)-6-(2-methoxyphenyl)pyrimidin-4(3H)-one